4-(4-((1R,5S)-3,8-diazabicyclo[3.2.1]octan-3-yl)-8-fluoro-2-(5-methyl-2,5-diazaspiro[3.4]octan-2-yl)quinazolin-7-yl)naphthalen-2-ol [C@H]12CN(C[C@H](CC1)N2)C2=NC(=NC1=C(C(=CC=C21)C2=CC(=CC1=CC=CC=C21)O)F)N2CC1(C2)N(CCC1)C